C(C1=CC=CC=C1)C1C(CCC(C1)(F)F)(C(=O)O[C@@H](C)C1=NC=C(C=C1F)C1CC1)O (S)-1-(5-cyclopropyl-3-fluoropyridin-2-yl)ethan-1-ol benzyl-1-hydroxy-4,4-difluorocyclohexane-1-carboxylate